N-(1-cyanocyclopropyl)-3-(5-(difluoromethyl)-1,3,4-thiadiazol-2-yl)-8-(3-(1-Methyl-1H-pyrazol-5-yl)cyclopent-1-en-1-yl)[1,2,4]triazolo[4,3-a]pyridine-6-sulfonamide C(#N)C1(CC1)NS(=O)(=O)C=1C=C(C=2N(C1)C(=NN2)C=2SC(=NN2)C(F)F)C2=CC(CC2)C2=CC=NN2C